C(C)N(C=1C=CC2=C(C1)[Si]1(CCCCC1)C1=C(C23OC(C2=CC(=C(C=C23)C(=O)NCCN2C(C=CC2=O)=O)F)=O)C=CC(=C1)N(CC)CC)CC 3',7'-bis(diethylamino)-N-(2-(2,5-dioxo-2,5-dihydro-1H-pyrrol-1-yl)ethyl)-5-fluoro-3-oxo-3H-dispiro[isobenzofuran-1,10'-dibenzo[b,e]siline-5',1''-silinane]-6-carboxamide